2-(2,6-dichloro-4-(6-(difluoromethyl)-3,5-dioxo-4,5-dihydro-1,2,4-triazin-2(3H)-yl)phenoxy)-5-hydroxy-N-(1-(pyrrolidine-1-carbonyl)cyclopropyl)pyridine-4-sulfonamide ClC1=C(OC2=NC=C(C(=C2)S(=O)(=O)NC2(CC2)C(=O)N2CCCC2)O)C(=CC(=C1)N1N=C(C(NC1=O)=O)C(F)F)Cl